6-methylnicotinate CC1=NC=C(C(=O)[O-])C=C1